N-(2-((1R,5S)-3-(8-fluoro-7-(3-hydroxynaphthalen-1-yl)-2-((tetrahydro-1H-pyrrolizin-7a(5H)-yl)methoxy)quinazolin-4-yl)-3,8-diazabicyclo[3.2.1]octan-8-yl)-2-oxoethyl)aminosulfonamide FC=1C(=CC=C2C(=NC(=NC12)OCC12CCCN2CCC1)N1C[C@H]2CC[C@@H](C1)N2C(CNNS(=O)=O)=O)C2=CC(=CC1=CC=CC=C21)O